CON(C([C@H](C(C)C)NC(OCC1=CC=CC=C1)=O)=O)C benzyl (S)-(1-(methoxy(methyl)amino)-3-methyl-1-oxobutan-2-yl)carbamate